BrC1=CC(=C(C=C1OC)CC(C)N)OC 1-(4-bromo-2,5-dimethoxyphenyl)propan-2-amine